CO[Si](CCC[N-]CC(C)O)(OC)OC N-(3-trimethoxysilylpropyl)-2-hydroxypropyl-amide